O=C1N(CCC(N1)=O)N1C(C2=CC=C(C=C2C1=O)CN1CCN(CC1)C=1C2=C(N=C(N1)SN1CCOCC1)C=CS2)=O 2-(2,4-Dioxotetrahydropyrimidin-1(2H)-yl)-5-((4-(2-morpholinothiothieno[3,2-d]pyrimidin-4-yl)piperazin-1-yl)methyl)isoindoline-1,3-dione